C(C)(SCCNC(CCNC(=O)[C@@H]1OC(OCC1(C)C)(C)C)=O)=O (R)-S-(2-(3-(2,2,5,5-tetramethyl-1,3-dioxane-4-carboxamido) propanamido)ethyl) ethanethioate